COC=1C(=C(C=C(C1)C=1C=NN(C1)C)O)C=1N=NC(=CC1)N(C1CC(NC(C1)(C)C)(C)C)C 3-methoxy-2-(6-(methyl(2,2,6,6-tetramethylpiperidin-4-yl)amino)pyridazin-3-yl)-5-(1-methyl-1H-pyrazol-4-yl)phenol